methyl-d3 4-amino-7-bromo-1-(4-nitrophenyl)-2-oxo-1,2-dihydroquinolin-3-carboxylate NC1=C(C(N(C2=CC(=CC=C12)Br)C1=CC=C(C=C1)[N+](=O)[O-])=O)C(=O)OC([2H])([2H])[2H]